6-Fluoro-7-(3-{[5-methyl-1-(propan-2-yl)-1H-pyrazol-3-yl]carbamoyl}azetidin-1-yl)-4-oxo-1-(1,3-thiazol-2-yl)-1,4-dihydro-1,8-naphthyridine-3-carboxylic acid FC=1C=C2C(C(=CN(C2=NC1N1CC(C1)C(NC1=NN(C(=C1)C)C(C)C)=O)C=1SC=CN1)C(=O)O)=O